(E)-3-[4-[(E)-3-Oxo-3-[4-(1-piperidin-4-ylethyl)phenyl]prop-1-enyl]phenyl]prop-2-enoic acid O=C(/C=C/C1=CC=C(C=C1)/C=C/C(=O)O)C1=CC=C(C=C1)C(C)C1CCNCC1